CSN (methylthio)Ammonia